N-[(1S)-1-[2-(5-cyano-2-pyridyl)-1,2,4-triazol-3-yl]ethyl]-3-cyclopropyl-5-(trifluoromethyl)-1,2-benzothiazole-7-carboxamide C(#N)C=1C=CC(=NC1)N1N=CN=C1[C@H](C)NC(=O)C1=CC(=CC=2C(=NSC21)C2CC2)C(F)(F)F